FC=1C=C(C=C(C1)F)S(=O)(=O)NC=1C=C2C(=NNC2=CC1)\C=C\C=1C=NNC1 (E)-3,5-difluoro-N-(3-(2-(1H-pyrazol-4-yl)vinyl)-1H-indazol-5-yl)benzenesulfonamide